N1C(=NC2=C1C=CC=C2)C2=CC(=NN2)NC(=O)C=2C=NC(=CC2)N2CCN(CC2)CCOC N-[5-(1H-benzimidazol-2-yl)-1H-pyrazol-3-yl]-6-[4-(2-methoxyethyl)-piperazin-1-yl]pyridine-3-carboxamide